C(CC)(=S)OCCO.C(CC)(=S)OCCO.C(CC)(=S)OCCO tris-hydroxyethyl trithiopropionate